4-(tetrahydro-2H-pyran-4-yl)pyrimidin-2-amine O1CCC(CC1)C1=NC(=NC=C1)N